1-(5-(tert-butyl)isoxazol-3-yl)-3-(4-(imidazo[1,2-a]pyridin-3-ylmethyl)phenyl)urea C(C)(C)(C)C1=CC(=NO1)NC(=O)NC1=CC=C(C=C1)CC1=CN=C2N1C=CC=C2